C(C1=CC=CC=C1)OC(=O)N(CCS(=O)(=O)CCC(C(=O)OC)(C)C1=CC(=CC=C1)I)C Methyl 4-((2-(((benzyloxy)carbonyl)(methyl)amino)ethyl)sulfonyl)-2-(3-iodophenyl)-2-methylbutanoate